FC=1C=CC(=NC1)SC 5-fluoro-2-(methylsulfanyl)pyridin